CNC1=NC=CC2=CC=CC=C12 N-methyl-isoquinoline-1-amine